3,4,5-trihydroxyphenylmethyl ketone OC=1C=C(C=C(C1O)O)CC(=O)CC1=CC(=C(C(=C1)O)O)O